[Re]=[Te] Rhenium telluride